NC1=NC(N(C=C1)[C@@H]1O[C@]([C@H]([C@@H]1C)O[Si](C)(C)C(C)(C)C)(CCl)CO[Si](C)(C)C(C)(C)C)=O 4-amino-1-[(2R,3S,4S,5R)-4-[(tert-butyldimethylsilyl)oxy]-5-{[(tert-butyldimethylsilyl)oxy]methyl}-5-(chloromethyl)-3-methyloxolan-2-yl]pyrimidin-2-one